N(=[N+]=[N-])CC1=CC=C(C=C1)B1OC(C)(C)C(C)(C)O1 4-(azidomethyl)benzeneboronic acid pinacol ester